NC1=C(C=C(C=C1C)C1CC1)O 2-Amino-5-cyclopropyl-3-methylphenol